FC(OC1=CC=C(C=C1)S(=O)(=O)N1N=C2C(=C1)CN(C2)C([C@@H](CO)C2=NC=CC=C2F)=O)F (2R)-1-{2-[4-(difluoromethoxy)benzenesulfonyl]-2H,4H,5H,6H-pyrrolo[3,4-c]pyrazol-5-yl}-2-(3-fluoropyridin-2-yl)-3-hydroxypropan-1-one